((4-(3,4,5-Trimethoxyphenoxy)-6-(trifluoromethyl)pyrimidin-2-yl)thio)-N-((4-ethylphenyl)carbamoyl)acetamide COC=1C=C(OC2=NC(=NC(=C2)C(F)(F)F)SCC(=O)NC(NC2=CC=C(C=C2)CC)=O)C=C(C1OC)OC